2-(4-aminophenoxy)benzonitrile NC1=CC=C(OC2=C(C#N)C=CC=C2)C=C1